tert-butyl 6,6-dimethyl-4-(trifluoromethylsulfonyloxy)-2,5-dihydropyridine-1-carboxylate CC1(CC(=CCN1C(=O)OC(C)(C)C)OS(=O)(=O)C(F)(F)F)C